C(C1=CC=CC=C1)N1C(=NC(=C1)C1=C(C=CC(=C1)F)F)[C@@H](C(C)(C)C)N(CC[C@@H](C(=O)O)NC(=O)OC(C)(C)C)C(CO)=O (2S)-4-[{(1R)-1-[1-Benzyl-4-(2,5-difluorophenyl)-1H-imidazol-2-yl]-2,2-dimethylpropyl}(glycoloyl)amino]-2-[(tert-butoxycarbonyl)amino]butanoic acid